ClCC(CC1(NC(CC1)=O)C(=O)OCC)=C 1-Ethyl 2-(2-(chloromethyl)allyl)-5-oxopyrrolidine-2-carboxylate